O=C1NC(CCC1SC1=CC=C(C=C1)C=1CCN(CC1)C(=O)[O-])=O 4-(4-((2,6-dioxopiperidin-3-yl)thio)benzeneyl)-3,6-dihydropyridine-1(2H)-carboxylate